3-ethyl-7-((4-isobutyl-3-oxopiperazin-1-yl)methyl)-1,5-naphthyridin-2(1H)-one C(C)C=1C(NC2=CC(=CN=C2C1)CN1CC(N(CC1)CC(C)C)=O)=O